C1(CCCCCCC1)C(C(=O)NC1=CC=C2C(=C1)N(C(C21CCOCC1)=O)C)NC(=O)C=1C(=NOC1)CC N-{1-cyclooctyl-2-[(1-methyl-2-oxospiro[indoline-3,4'-tetrahydropyran]-6-yl)amino]-2-oxoethyl}-3-ethylisoxazole-4-carboxamide